C(C1=CC=CC=C1)O[C@@H]1[C@H](C[C@@H](C1)Br)COCC1=CC=CC=C1 ({[(1R,2S,4S)-2-(benzyloxy)-4-bromocyclopentyl]methoxy}methyl)benzene